COC([C@@H](CC1CCCCC1)NC(=O)C1=CC2=CC=CC=C2C=C1)=O.ClCC(=O)N(CC(C)C)CC(C)C 2-chloro-N,N-bis(2-methylpropyl)acetamide methyl-(R)-2-(2-naphthamido)-3-cyclohexylpropanoate